[C@@H]12N(C[C@@H](NC1)C2)C2=CC=C1C(=N2)N(C(=N1)C1=CC=C(C=C1)F)C1=CC(=NC=C1)NC(C1=CC=C(C=C1)F)=O N-(4-{5-[(1S,4S)-2,5-diazabicyclo[2.2.1]hept-2-yl]-2-(4-fluorophenyl)-3H-imidazo[4,5-b]pyridin-3-yl}pyridin-2-yl)-4-fluorobenzamide